C(C)(C)C1=CC=CC(=N1)C1=C(C=CC(=C1)C1=NN=C(N1)C)C=O [2-(6-isopropyl-2-pyridyl)-4-(5-methyl-4H-1,2,4-triazol-3-yl)phenyl]methanone